Tert-Butyl 6-(4-(6-chloro-5-methoxy-1-(tetrahydro-2H-pyran-2-yl)-1H-indazol-4-yl)-5-methyl-3-(5,8-diazaspiro[3.5]nonan-5-yl)-1H-pyrazol-1-yl)-2-azaspiro[3.3]heptane-2-carboxylate ClC1=C(C(=C2C=NN(C2=C1)C1OCCCC1)C=1C(=NN(C1C)C1CC2(CN(C2)C(=O)OC(C)(C)C)C1)N1C2(CCC2)CNCC1)OC